S(C)(=O)(=O)O.CN(S(=O)(=O)N1C(=NC=2C1=NC(=CC2)C=2NC(=NC2C2=C(C=C(C=C2)F)F)C(C)(C)C)N)C 2-amino-5-(2-tert-butyl-5-(2,4-difluoro-phenyl)-3H-imidazol-4-yl)imidazo[4,5-b]pyridine-3-sulfonic acid dimethylamide mesylate